ClC=1C=C2C(=NC1)C(=C(O2)CCC)C=2C=NN(C2)C 6-chloro-3-(1-methyl-1H-pyrazol-4-yl)-2-propylfuro[3,2-b]pyridine